CC1([C@@H]2CC=C([C@H]1C2)C=O)C (1s,5r)-6,6-dimethylbicyclo[3.1.1]hept-2-ene-2-carbaldehyde